N-Acetyl-β-D-mannosamine CC(=O)N[C@]1([C@H]([C@H]([C@@H]([C@H](O1)CO)O)O)O)O